3-((4-(4-((((R)-1-(2-chlorophenyl)ethoxy)carbonyl)amino)-3-methylisoxazol-5-yl)phenyl)(methyl)carbamoyl)-2,2-difluorocyclopropane-1-carboxylic acid ClC1=C(C=CC=C1)[C@@H](C)OC(=O)NC=1C(=NOC1C1=CC=C(C=C1)N(C(=O)C1C(C1C(=O)O)(F)F)C)C